BrCC(=O)C=1N=C(OC1C)C 2-bromo-1-(2,5-dimethyloxazol-4-yl)ethan-1-one